FC1=CC=CC2=C(ON=C21)C=2CNCCC2 7-Fluoro-3-(1,2,5,6-tetrahydropyridin-3-yl)-2,1-benzoxazole